5-((2-amino-3-fluoropyridin-4-yl)methyl)-2-((2,5-difluoro-4-iodophenyl)amino)-3,4-difluorobenzoic acid methyl ester COC(C1=C(C(=C(C(=C1)CC1=C(C(=NC=C1)N)F)F)F)NC1=C(C=C(C(=C1)F)I)F)=O